(1-(8-methoxypyrimido[4,5-c][1,8]naphthyridin-4-yl) methyl) carbamate C(N)(OCN1CN=CC2=C1C=NC=1N=C(C=CC21)OC)=O